pinyl propionate C(CC)(=O)OC12C(CCC(C1(C)C)C2)C